3-bromo-1-methyl-1H-1,2,4-triazole-5-carboxylic acid methyl ester COC(=O)C1=NC(=NN1C)Br